(2S)-2-amino-4-(2-(4-chlorophenyl)ethylsulfonimidoyl)butanoic acid N[C@H](C(=O)O)CCS(=O)(=N)CCC1=CC=C(C=C1)Cl